(R)-4-fluoro-chlorostyrene FC1=CC=C(C=CCl)C=C1